OC1CN(C1)C(C(C)(C)N1C(N(C2=C(C1=O)C(=C(S2)C=2OC=CN2)C)C[C@H](OC(C)C)C2=C(C=CC=C2)OC)=O)=O 3-[1-(3-hydroxyazetidin-1-yl)-2-methyl-1-oxoprop-2-yl]-1-[(2R)-2-(2-methoxyphenyl)-2-(prop-2-yloxy)ethyl]-5-methyl-6-(1,3-oxazol-2-yl)-1H,2H,3H,4H-thieno[2,3-d]pyrimidine-2,4-dione